N-(5-((5-Chloro-4-(1-cyclopropyl-1H-indol-3-yl)pyrimidin-2-yl)amino)-2-((2-(dimethylamino)ethyl)(methyl)amino)-4-methoxyphenyl)but-2-ynamide ClC=1C(=NC(=NC1)NC=1C(=CC(=C(C1)NC(C#CC)=O)N(C)CCN(C)C)OC)C1=CN(C2=CC=CC=C12)C1CC1